C[C@H]1N(CCN(C1)C1=CC2=C(C=N1)N=C(N2)C=2NC=C(C2)C(C2=C(C=CC=C2)C(F)(F)F)=O)C(C)=O (R)-1-(2-methyl-4-(2-(4-(2-(trifluoromethyl)benzoyl)-1H-pyrrol-2-yl)-1H-imidazo[4,5-c]pyridin-6-yl)piperazin-1-yl)ethanone